Cl.FC1CC(NC1)C(F)(F)F 4-fluoro-2-(trifluoromethyl)pyrrolidine hydrochloride